N-(2-{4-[(aminosulfonyl)amino]hexahydropyridin-1-yl}-5-fluorophenyl)imidazo[1,2-a]pyrazine-6-carboxamide NS(=O)(=O)NC1CCN(CC1)C1=C(C=C(C=C1)F)NC(=O)C=1N=CC=2N(C1)C=CN2